The molecule is a member of the class of 1,3-benzoxazoles that is 1,3-benzoxazole substituted at positions 2 and 5 by 4-ethylphenyl and 3-nitrobenzamido groups respectively. It is a member of 1,3-benzoxazoles, a member of benzamides and a C-nitro compound. CCC1=CC=C(C=C1)C2=NC3=C(O2)C=CC(=C3)NC(=O)C4=CC(=CC=C4)[N+](=O)[O-]